(S)-5-aminomethyl-2-pyrrolidone NC[C@@H]1CCC(N1)=O